BrC1N(C(C2=CC=CC=C12)=O)CC(N1[C@@H](CCC1)C(F)(F)F)=O bromo-2-[2-oxo-2-[(2S)-(trifluoromethyl)pyrrolidin-1-yl]ethyl]isoindolin-1-one